2-((5-chloropyridin-2-yl)amino)-2-oxo-acetic acid ethyl ester C(C)OC(C(=O)NC1=NC=C(C=C1)Cl)=O